ClC=1C=C2CCC(C2=CC1)N1S(C2=C(C1)C=C(C(=C2)C(=O)N)OC)(=O)=O (5-chloro-2,3-dihydro-1H-inden-1-yl)-5-methoxy-2,3-dihydrobenzo[d]isothiazole-6-carboxamide 1,1-dioxide